CN1C=C(C=C(C1=O)C)C=1NC2=CC=C(C=C2C1C(C)C)C1CCN(CC1)CC(=O)NCC(C)(C)O 2-(4-(2-(1,5-dimethyl-6-oxo-1,6-dihydropyridin-3-yl)-3-isopropyl-1H-indol-5-yl)piperidin-1-yl)-N-(2-hydroxy-2-methylpropyl)acetamide